2-(1-((tert-butyldimethylsilyl)oxy)cyclopropyl)-4-(1-ethoxyvinyl)-3-fluoropyridine [Si](C)(C)(C(C)(C)C)OC1(CC1)C1=NC=CC(=C1F)C(=C)OCC